C(C1=CC=CC=C1)N1SCC(C2=C1C=CC=C2)=O 1-benzyl-1H-2,1-benzothiazin-4(3H)-one